butenyl-carboxylic acid C(=CCC)C(=O)O